7-Bromo-6-fluoro-3,4-dihydronaphthalen BrC1=C(C=C2CCC=CC2=C1)F